phenoxy-N-hydroxycaproamide O(C1=CC=CC=C1)C(C(=O)NO)CCCC